3-(1-oxo-5-(2-oxo-3-(4-(tetrahydrofuran-3-yl)phenyl)imidazolidin-1-yl)isoindolin-2-yl)piperidine-2,6-dione O=C1N(CC2=CC(=CC=C12)N1C(N(CC1)C1=CC=C(C=C1)C1COCC1)=O)C1C(NC(CC1)=O)=O